ClC=1C=C2C=C(N=C(C2=CN1)N1C[C@H]2CC[C@@H](C1)N2C(=O)OC(C)(C)C)C2=CC(=CC1=CC=CC(=C21)C#C[Si](C(C)C)(C(C)C)C(C)C)OCOC tert-butyl (1R,5S)-3-(6-chloro-3-(3-(methoxymethoxy)-8-((triisopropylsilyl) ethynyl) naphthalen-1-yl)-2,7-naphthyridin-1-yl)-3,8-diazabicyclo[3.2.1]octane-8-carboxylate